(4-(2,3-difluoro-4-(1H-pyrazol-4-yl)phenyl)piperidine-1-yl)(pyrrolidin-1-yl)methanone FC1=C(C=CC(=C1F)C=1C=NNC1)C1CCN(CC1)C(=O)N1CCCC1